(R)-8-methoxy-6-(4-methyl-1H-imidazol-1-yl)-N-(1-(2-(trifluoromethyl)pyrimidin-5-yl)ethyl)quinazolin-4-amine COC=1C=C(C=C2C(=NC=NC12)N[C@H](C)C=1C=NC(=NC1)C(F)(F)F)N1C=NC(=C1)C